11-chloro-9-fluoro-10-(2-fluoro-6-hydroxyphenyl)-6-methyl-2,3,4,6-tetrahydrobenzo[f]pyrido[3,4-c][1,7]naphthyridin-5(1H)-one ClC=1C(=C(C2=C(C=3C4=C(C(N(C3C=N2)C)=O)CNCC4)C1)F)C1=C(C=CC=C1O)F